2-[1-(3-{6-[4-(2-methyl-2H-[1,2,3]triazol-4-yl)-benzylamino]-pyrimidin-4-yl}-imidazo[1,2-a]pyridin-7-yl)-pyrrolidin-3-yl]-ethanol CN1N=CC(=N1)C1=CC=C(CNC2=CC(=NC=N2)C2=CN=C3N2C=CC(=C3)N3CC(CC3)CCO)C=C1